C(C)(=O)C1=CN(C2=CC=C(C=C12)C=1C=NC(=NC1)OC)CC(=O)O 2-(3-acetyl-5-(2-methoxypyrimidin-5-yl)-1H-indol-1-yl)acetic acid